2-(6-cyanopyridin-2-yl)Propionamide C(#N)C1=CC=CC(=N1)C(C(=O)N)C